P(O)(=O)(OP(=O)(O)OP(=O)(O)O)OC[C@@H]1[C@H](C[C@@H](O1)N1C(=O)NC(=O)C(C)=C1)O Deoxythymidine 5'-Triphosphate